ClC1=CC=C(CN2C(=NC=3N(C(N(C(C23)=O)CCCO)=O)C)C#CC(C)(N2CCC(CC2)C)C)C=C1 7-(4-chlorobenzyl)-1-(3-hydroxypropyl)-3-methyl-8-(3-methyl-3-(4-methylpiperidin-1-yl)but-1-yn-1-yl)-3,7-dihydro-1H-purine-2,6-dione